OCC1(N[C@@H](CC=2C3=CC=CC=C3NC12)C(=O)OCC1=CC=CC=C1)CO benzyl (3S)-1,1-dihydroxymethyl-1,2,3,4-tetrahydro-β-carboline-3-carboxylate